FC1=CC=C(C=C1)C1=CC(=C(N=N1)C1(CN(CC1)C(C=C)=O)O)C1=NN(C=C1)C 1-(3-(6-(4-fluorophenyl)-4-(1-methyl-1H-pyrazol-3-yl)pyridazin-3-yl)-3-hydroxypyrrolidin-1-yl)prop-2-en-1-one